COC(CC=1N=C(N(C1)C1=CC=CC=C1)NC(C1=CC(=CC=C1)C1=CC=NC=C1)=O)=O 2-(1-phenyl-2-(3-(pyridin-4-yl)benzoylamino)-1H-imidazol-4-yl)acetic acid methyl ester